ClC1=C(C=CC=C1)C1=CC=C(C=C1)COC1=C(N=NN1)C(=O)O 5-((2'-chloro-[1,1'-biphenyl]-4-yl)methoxy)-1H-1,2,3-triazole-4-carboxylic acid